FC=1C=C(C=C2CC3(C(N(C12)C)=O)CC3)C3NC[C@H](CC3)C 8'-fluoro-1'-methyl-6'-((5S)-5-methylpiperidin-2-yl)-1',4'-dihydro-2'H-spiro[cyclopropane-1,3'-quinolin]-2'-one